C(#N)CNC(=O)C1(CCCCC1)NC(C1=CC=C(C=C1)N1CCN(CC1)CCC)=O N-(1-((Cyanomethyl)carbamoyl)cyclohexyl)-4-(4-propylpiperazin-1-yl)benzamide